1-(2,2-dimethylcyclopropyl)-2-oxo-1,2-dihydropyridine-3-carboxylic acid CC1(C(C1)N1C(C(=CC=C1)C(=O)O)=O)C